C12C(C3CC(CC(C1)C3)C2)NCCNC2=C3C(N(C(=NC3=CC=C2)C)C2C(NC(CC2)=O)=O)=O 3-(5-((2-(((1r,3r,5r,7r)-adamantan-2-yl)amino)ethyl)amino)-2-methyl-4-oxoquinazolin-3(4H)-yl)piperidine-2,6-dione